N-(oxetan-3-yl)pyridazine-3-carboxamide tert-butyl-(3-(7-bromo-3-oxo-2,3-dihydro-4H-benzo[b][1,4]oxazin-4-yl)propyl)(methyl)carbamate C(C)(C)(C)OC(N(C)CCCN1C2=C(OCC1=O)C=C(C=C2)Br)=O.O2CC(C2)NC(=O)C=2N=NC=CC2